4-(3-methoxy-5-(1H-pyrazol-1-yl)phenoxy)quinoline COC=1C=C(OC2=CC=NC3=CC=CC=C23)C=C(C1)N1N=CC=C1